COC(=O)C=1C=2CCC(C2C(=CC1F)Br)=C(F)F.NCC1=CC(=C(C=C1)S(=O)(=O)N(CC1=CC=C(C=C1)OC)CC1=CC=C(C=C1)OC)F 4-(aminomethyl)-2-fluoro-N,N-bis[(4-methoxyphenyl)methyl]benzenesulfonamide Methyl-7-bromo-1-(difluoromethylene)-5-fluoro-2,3-dihydro-1H-indene-4-carboxylate